4-(piperidine-1-carbonyl)piperazine-1-carboxylic acid tert-butyl ester C(C)(C)(C)OC(=O)N1CCN(CC1)C(=O)N1CCCCC1